(4-(7-(8-methylnaphthalen-1-yl)-2-(((S)-1-methylpyrrolidin-2-yl)methoxy)-5,6,7,8-tetrahydropyrido[3,4-d]pyrimidin-4-yl)piperazin-1-yl)(1-tritylaziridin-2-yl)methanone CC=1C=CC=C2C=CC=C(C12)N1CC=2N=C(N=C(C2CC1)N1CCN(CC1)C(=O)C1N(C1)C(C1=CC=CC=C1)(C1=CC=CC=C1)C1=CC=CC=C1)OC[C@H]1N(CCC1)C